diethylene triammonium [NH4+].[NH4+].[NH4+].C=C.C=C